C[C@@H]1CN(C[C@@H](O1)C)C1=NC=CC=2CNCCC12 (cis)-2,6-dimethyl-4-(5,6,7,8-tetrahydro-2,6-naphthyridin-1-yl)morpholine